CS(=O)(=O)C=1C=CC(=C(OCC#N)C1)NCC#CC=1N(C2=CC=CC(=C2C1)NC1CCC(CC1)N(C)C)CC(F)(F)F 2-(5-methanesulfonyl-2-{[3-(4-{[(1S,4S)-4-(dimethylamino)cyclohexyl]amino}-1-(2,2,2-trifluoro-ethyl)-1H-indol-2-yl)prop-2-yn-1-yl]amino}phenoxy)acetonitrile